methyl-3-methoxy-4-hydroxyphenyl-propionic acid CC(C(=O)O)(C)C1=CC(=C(C=C1)O)OC